4-chloro-3-methyl-1H-pyrazole-5-carboxylic acid ethyl ester C(C)OC(=O)C1=C(C(=NN1)C)Cl